(4-(5-chlorooxazolo[4,5-b]pyridin-2-yl)piperazin-1-yl)(4-(1-neopentyl-1H-1,2,3-triazol-4-yl)-3-(trifluoromethyl)phenyl)methanone ClC1=CC=C2C(=N1)N=C(O2)N2CCN(CC2)C(=O)C2=CC(=C(C=C2)C=2N=NN(C2)CC(C)(C)C)C(F)(F)F